3-methoxy-5-(trifluoromethyl)picolinonitrile COC=1C(=NC=C(C1)C(F)(F)F)C#N